C(C)(C)C1=C(NC2=CC=C(C=C12)C1=CC(=NC=C1)N)C1=CC(=NC=C1)C 4-(3-isopropyl-2-(2-methylpyridin-4-yl)-1H-indol-5-yl)pyridin-2-amine